SC1=CC2=CC=C(C=C2C=C1)N 2-mercapto-6-amino-naphthalene